(2-(1-(cinnolin-4-yl)piperidin-4-yl)ethyl)(imino)(methyl)-λ6-sulfanone N1=NC=C(C2=CC=CC=C12)N1CCC(CC1)CCS(=O)(C)=N